4-((2,5-dioxo-2,5-dihydro-1H-pyrrol-1-yl)methyl)benzoic acid O=C1N(C(C=C1)=O)CC1=CC=C(C(=O)O)C=C1